[C@H]12CN(C[C@H](CC1)N2)C2=NC(=NC1=C(C(=CC=C21)C2=CC(=CC1=CC=CC=C21)O)F)OCCC(C)(C)O 4-(4-((1R,5S)-3,8-diazabicyclo[3.2.1]octan-3-yl)-8-fluoro-2-(3-hydroxy-3-methylbutoxy)quinazolin-7-yl)naphthalen-2-ol